BrC=1C=NC(=C(C(=O)N(CCOC(C)C)C2CC2)C1)Cl 5-bromo-2-chloro-N-cyclopropyl-N-(2-isopropoxyethyl)nicotinamide